4-(2-(3,6-diazabicyclo[3.1.1]heptan-3-yl)-7-(thiazol-2-yl)benzo[d]oxazol-4-yl)thiomorpholine 1,1-dioxide C12CN(CC(N1)C2)C=2OC1=C(N2)C(=CC=C1C=1SC=CN1)N1CCS(CC1)(=O)=O